2-hydroxy-4,6-dimethylpyrimidine-5-carboxylic acid methyl ester COC(=O)C=1C(=NC(=NC1C)O)C